5-p-methoxyphenyl-2-phenylmercapto-1,3,4-oxadiazole COC1=CC=C(C=C1)C1=NN=C(O1)SC1=CC=CC=C1